3-chloro-4-(3-chloro-2-(1H-tetrazol-1-yl)phenyl)-pyridin ClC=1C=NC=CC1C1=C(C(=CC=C1)Cl)N1N=NN=C1